C(CCCCCCC)C(CCCCCCCC)OC(CCCCCCCN(CCN1CCN(CC1)C(=O)OC(C)(C)C)CCCCCC(OCCCCCCCCCCC)=O)=O tert-butyl 4-[2-[[8-(1-octylnonoxy)-8-oxo-octyl]-(6-oxo-6-undecoxy-hexyl)amino]ethyl]piperazine-1-carboxylate